BrC1=CC=C2C(OC(C2=C1)=O)(C(F)(F)F)O 6-bromo-3-hydroxy-3-trifluoromethylisobenzofuran-1(3H)-one